FC=1C(=C2C(=NC1NC1=NC(=CC(=C1)NC)C)CCO2)C2=CC[C@H](CC2)NC(OC(C)(C)C)=O |r| tert-butyl N-[rac-(1S)-4-[6-fluoro-5-[[6-methyl-4-(methylamino)-2-pyridyl]amino]-2,3-dihydrofuro[3,2-b]pyridin-7-yl]cyclohex-3-en-1-yl]carbamate